N-dodecyl-butyric acid amide C(CCCCCCCCCCC)NC(CCC)=O